(S)-N-(3-(3,4-dihydroisoquinolin-2(1H)-yl)-2-hydroxypropyl)-2-(1-methyl-1H-pyrazol-4-yl)-1-oxo-1,2,3,4-tetrahydroisoquinoline-7-carboxamide C1N(CCC2=CC=CC=C12)C[C@H](CNC(=O)C1=CC=C2CCN(C(C2=C1)=O)C=1C=NN(C1)C)O